BrCCCCC\C=C/CC (Z)-9-bromonon-3-ene